FC1=CC2=C(N(C(N=C2N2[C@H](CN(CC2)C(=O)OC(C)(C)C)C)=O)C=2C(=NC=CC2C)C(C)C)N=C1C1=C(C=CC=C1OC)F tert-butyl (3S)-4-(6-fluoro-7-(2-fluoro-6-methoxyphenyl)-1-(2-isopropyl-4-methylpyridin-3-yl)-2-oxo-1,2-dihydropyrido[2,3-d]pyrimidin-4-yl)-3-methylpiperazine-1-carboxylate